C(C)OC(=O)C1=CC=2C(C3=CC=C(C=C3SC2C=C1)C(=O)OCC)=O 2-ethoxycarbonyl-6-ethoxycarbonyl-thioxanthone